1-((benzyloxy)methyl)-4-isobutylbenzene C(C1=CC=CC=C1)OCC1=CC=C(C=C1)CC(C)C